N-[5-[2-methyl-4-[(3S,5R)-5-methylpyrrolidin-3-yl]oxy-pyrazol-3-yl]pyrazolo[1,5-a]pyridin-2-yl]cyclopropanecarboxamide CN1N=CC(=C1C1=CC=2N(C=C1)N=C(C2)NC(=O)C2CC2)O[C@@H]2CN[C@@H](C2)C